FC(C=1C=C(NC(C(=O)O)=O)C=C(C1)C(F)(F)F)(F)F 3,5-bis(trifluoromethyl)anilino(oxo)acetic acid